OC(CC=1C(=C(C(=O)N)C=CC1)CC(C)O)C di(beta-hydroxypropyl)benzamide